BrC1=CC=C(C=C1)C(C)(C)C=1N=C(SC1)NC(=O)NCC1=CC=C(C=C1)N1CC(NC(C1)C)C 1-(4-(2-(4-bromophenyl)propan-2-yl)thiazol-2-yl)-3-(4-(3,5-dimethylpiperazin-1-yl)benzyl)urea